1-[3-(triethoxysilyl)propyl]-3,3'-ethylenebis(5-amino-1,2,4-triazole) C(C)O[Si](CCCC(CC1=NNC(=N1)N)C1=NNC(=N1)N)(OCC)OCC